(+-)-DL-lactate C([C@H](O)C)(=O)[O-] |r|